FC=1C2=CC(N=C2C=C(C1)F)=O 4,6-Difluoroindol-2-one